1,3-bis(4-hydroxyphenyl)benzene OC1=CC=C(C=C1)C1=CC(=CC=C1)C1=CC=C(C=C1)O